BrC=1NC=CC1 2-Bromo-1H-pyrrole